3-(5-(((3r,5r)-1-isopropyl-5-methylpiperidin-3-yl)oxy)-1-oxoisoindolin-2-yl)piperidine-2,6-dione formate C(=O)O.C(C)(C)N1C[C@@H](C[C@H](C1)C)OC=1C=C2CN(C(C2=CC1)=O)C1C(NC(CC1)=O)=O